4-(2-(2,2-difluoroethyl)-2,8-diazaspiro[4.5]decan-8-yl)-2-(5-methyl-1H-pyrazol-4-yl)pyrido[3,4-d]pyrimidine FC(CN1CC2(CC1)CCN(CC2)C=2C1=C(N=C(N2)C=2C=NNC2C)C=NC=C1)F